5-{7-[({4-[6-(dimethylamino)pyridin-3-yl]phenyl}methyl)(methyl)amino]-2,5-dimethylpyrazolo[1,5-a]pyrimidin-3-yl}-N,N,4-trimethylpyridin-2-amine CN(C1=CC=C(C=N1)C1=CC=C(C=C1)CN(C1=CC(=NC=2N1N=C(C2C=2C(=CC(=NC2)N(C)C)C)C)C)C)C